Cl.CC(C(=O)OCC1=CC=CC=C1)C(C1=CC=C2CCNCC2=C1)C=1C=NC(=CC1)OCCCC=C benzyl 2-methyl-3-(6-(pent-4-en-1-yloxy)pyridin-3-yl)-3-(1,2,3,4-tetrahydroisoquinolin-7-yl)propanoate hydrochloride